1-(4-(4-(5-chloro-1-(tetrahydro-2H-pyran-2-yl)-1H-indazol-4-yl)-5-methyl-1H-pyrazol-3-yl)piperazin-1-yl)ethan-1-one ClC=1C(=C2C=NN(C2=CC1)C1OCCCC1)C=1C(=NNC1C)N1CCN(CC1)C(C)=O